N-[(2Z)-2-[3-chloro-5-(2-cyclopropylethynyl)-2-pyridyl]-2-[(1-methylethoxy)imino]ethyl]-3-(difluoromethyl)-1-methyl-1H-pyrazole-4-carboxamide ClC=1C(=NC=C(C1)C#CC1CC1)\C(\CNC(=O)C=1C(=NN(C1)C)C(F)F)=N/OC(C)C